FC=1C=CC=C2C(=CNC12)C=1C=C(SC1)C(CCC(=O)OC)=O Methyl 4-(4-(7-fluoro-1H-indol-3-yl)thiophen-2-yl)-4-oxobutyrate